CC(C)(C1=CC=CC=C1)C1=CC(=C(C(=C1)C(C)(C)C1=CC=CC=C1)O)N1N=C2C(=N1)C=CC=C2 4,6-bis(1-methyl-1-phenylethyl)-2-(2H-benzotriazol-2-yl)phenol